NC1=NC=C(C=C1C1=C(C=C(C=C1)NC(=O)C=1C(C(=C2N(CC3N(C2=O)CCO3)C1)C1=CC=C(C=C1)F)=O)F)C=1C=NN(C1)CC N-(4-(2-amino-5-(1-ethyl-1H-pyrazol-4-yl)pyridin-3-yl)-3-fluorophenyl)-6-(4-fluorophenyl)-5,7-dioxo-2,3,5,7,11,11a-hexahydrooxazolo[3,2-a]pyrido[1,2-d]pyrazine-8-carboxamide